aluminum sulfate aluminum phosphate P(=O)([O-])([O-])[O-].[Al+3].S(=O)(=O)([O-])[O-].[Al+3]